ClC=1C=C(C=CC1)C(=O)NC=1C=CC(=NC1)C1(COC1)C(=O)NC1=CC=C(C=C1)F 3-{5-[(3-chlorobenzene-1-carbonyl)amino]pyridin-2-yl}-N-(4-fluorophenyl)oxetane-3-carboxamide